N-methyl-N-(3-tolyl)-α-diazo-2-cyanoacetamide CN(C(C(C#N)=[N+]=[N-])=O)C=1C=C(C=CC1)C